C(C)C1=C(NC2=CC=C(C=C12)N1CCN(CC1)C1CCN(CC1)C)C1=CC(=NC=C1)C 3-ethyl-5-(4-(1-methylpiperidin-4-yl)piperazin-1-yl)-2-(2-methylpyridin-4-yl)-1H-indole